2-Amino-N-[2-[3a(R)-benzyl-2-methyl-3-oxo-3,3a,4,5,6,7-hexahydro-2H-pyrazolo[4,3-c]pyridin-5-yl]-1(R)-(benzyloxymethyl)-2-oxoethyl]isobutyramide NC(C(=O)N[C@@H](C(=O)N1C[C@@]2(C(CC1)=NN(C2=O)C)CC2=CC=CC=C2)COCC2=CC=CC=C2)(C)C